1-[(dimethylcarbamoyl)imino]-3,3-dimethylurea CN(C(=O)N=NC(=O)N(C)C)C